C(C1=CC=CC=C1)N1C[C@H](OCCC1(C)C)COCC1=CC=CC=C1 (2S)-4-benzyl-2-[(benzyloxy)methyl]-5,5-dimethyl-1,4-oxazepan